2-(4-methylpentyl)-9,10-bis(n-hexyloxy)anthracene CC(CCCC1=CC2=C(C3=CC=CC=C3C(=C2C=C1)OCCCCCC)OCCCCCC)C